OC(CCCCCCCCCCCCCCCCCCCO)CC 20-hydroxydocosanol